((1r,3s,5R,7S)-3-fluoroadamantan-1-yl)methanamine hydrochloride Cl.FC12CC3(C[C@H](C[C@@H](C1)C3)C2)CN